tert-butyl (2R,4S)-2-((S)-2-((4-(N-((benzyloxy)carbonyl)carbamimidoyl)benzyl) carbamoyl)azetidine-1-carbonyl)-4-phenylpiperidine-1-carboxylate C(C1=CC=CC=C1)OC(=O)NC(=N)C1=CC=C(CNC(=O)[C@H]2N(CC2)C(=O)[C@@H]2N(CC[C@@H](C2)C2=CC=CC=C2)C(=O)OC(C)(C)C)C=C1